spiro[5.5]undecan-4-one C1CCC(CC12CCCCC2)=O